OCC1=CC(=C(C=C1OC)CO)OC [4-(hydroxymethyl)-2,5-dimethoxyphenyl]methanol